FC(C(=O)O)(F)F.N1N=CC(=C1)C#CCNC(=O)C1=C(C=C2/C(/C(N(C2=C1)CC1CCC(CC1)N)=O)=C/C=1NC(=CC1C)C)F (Z)-N-(3-(1H-pyrazol-4-yl)prop-2-yn-1-yl)-1-(((1r,4r)-4-aminocyclohexyl)methyl)-3-((3,5-dimethyl-1H-pyrrol-2-yl)methylene)-5-fluoro-2-oxoindoline-6-carboxamide trifluoroacetate